OC=1C=C2CC(C(C2=CC1)=O)=CC=1C=NC(=CC1)C(F)(F)F 5-hydroxy-2-((6-(trifluoromethyl)pyridin-3-yl)methylene)-2,3-dihydro-1H-inden-1-one